methyl (S)-2-(4-(1-(tert-butoxycarbonyl)pyrrolidin-2-yl)-2-fluorophenyl)-6-methylbenzo[d]imidazo[2,1-b]thiazole-7-carboxylate C(C)(C)(C)OC(=O)N1[C@@H](CCC1)C1=CC(=C(C=C1)C=1N=C2SC3=C(N2C1)C=C(C(=C3)C(=O)OC)C)F